COC1=C(C=CC=C1)CN(C1=CC=CC(=N1)S(=O)(=O)NC(=O)C=1C(=NC=CC1)N1C(CC(C1)C)(C)C)C N-[[6-[(2-methoxyphenyl)methyl-methyl-amino]-2-pyridyl]sulfonyl]-2-(2,2,4-trimethylpyrrolidin-1-yl)pyridine-3-carboxamide